NC=1C=C(C(=NC1)N1N=CC(=C1)C(F)(F)F)S(=O)(=O)N=CN(C)C 5-Amino-N-[(dimethylamino)methylene]-2-[4-(trifluoromethyl)-1H-pyrazol-1-yl]-pyridine-3-sulfonamide